N-[3-Fluoro-4-[(6-methoxy-7-prop-1-en-2-yl-1,5-naphthyridin-4-yl)oxy]phenyl]-5-(4-fluoro-2-methylphenyl)-4-hydroxy-6-methylpyridine-3-carboxamide FC=1C=C(C=CC1OC1=CC=NC2=CC(=C(N=C12)OC)C(=C)C)NC(=O)C=1C=NC(=C(C1O)C1=C(C=C(C=C1)F)C)C